S(=O)(=O)(O)OC12CC3C(C(CC(C1)C3)C2)NCC2=C(C(=CC(=C2)Br)Br)N trans-4-[(2-amino-3,5-dibromobenzyl)amino]adamantan-1-ol hydrogensulfate